C(CCCCC)[Si](O)(O)O hexylsilantriol